6-{3-bromoimidazo[1,2-b]pyridazin-6-yl}-3-fluoro-2-{[(2S)-1-(1H-tetrazol-1-yl)propan-2-yl]oxy}pyridine BrC1=CN=C2N1N=C(C=C2)C2=CC=C(C(=N2)O[C@H](CN2N=NN=C2)C)F